FC1=C(C(=CC=C1)C)N1CCC(CC1)C1=CC2=C(N=C(N=C2)C)N(C1=O)CC1=NC=CC=C1OC(F)(F)F 6-(1-(2-fluoro-6-methylphenyl)piperidin-4-yl)-2-methyl-8-((3-(trifluoromethoxy)pyridine-2-yl)methyl)pyrido[2,3-d]pyrimidin-7(8H)-one